NC1=CC2=C(N(C(=N2)N2C[C@@H](CCC2)NC(OC(C)(C)C)=O)C)C=C1CC tert-butyl (R)-(1-(5-amino-6-ethyl-1-methyl-1H-benzo[d]imidazol-2-yl)piperidin-3-yl)carbamate